C(#C)C1(CCCCC1)O 1-ethynyl-1-cyclohexyl alcohol